1-(4-(5-(2-(2,6-dimethylpyridin-4-yl)-3-methyl-1H-indol-6-yl)pyridin-2-yl)piperazin-1-yl)-2-methylpropan-2-ol CC1=NC(=CC(=C1)C=1NC2=CC(=CC=C2C1C)C=1C=CC(=NC1)N1CCN(CC1)CC(C)(O)C)C